(1S,2R,3S,4R,5S)-4-(2-(cyclopropylethynyl)-6-(methylamino)-9H-purin-9-yl)-2,3-dihydroxy-N-methylbicyclo[3.1.0]hexane-1-carboxamide C1(CC1)C#CC1=NC(=C2N=CN(C2=N1)[C@H]1[C@@H]([C@@H]([C@@]2(C[C@H]12)C(=O)NC)O)O)NC